hexadecyl mercaptan C(CCCCCCCCCCCCCCC)S